tert-butyl-3,6-dihydro-2H-pyridine-1-carboxylate C(C)(C)(C)OC(=O)N1CCC=CC1